C(#N)C=1C=C(C=CC1)\C=N\SC(C)(C)C (R)-N-[(E)-(3-cyanophenyl)methylene]-2-methyl-2-propanesulfenamide